Cyclobutylsulfoxide C1(CCC1)S(=O)C1CCC1